FC1=C2C=CC=NC2=C(C=C1)N 5-fluoroquinolin-8-amine